CC1=CC=C(C=C1)S(=O)(=O)OC=1COCC1C#N (4-cyano-2,5-dihydrofuran-3-yl) 4-methylbenzenesulfonate